OC[C@H](C1=CC=CC=C1)NC1=NC(=NC=C1C#N)NC1=CC(=C(C=C1)S(=O)(=O)C)C 4-{[(1S)-2-hydroxy-1-phenylethyl]amino}-2-{[3-methyl-4-(methylsulfonyl)phenyl]amino}pyrimidine-5-carbonitrile